BrC=1C=C(C=CC1)C1=CC=C(C=C1)C1=CC=CC=C1 3-bromo-1,1':4',1''-terphenyl